CN1C(=[N+](C=C1)C)CCCCCCCCCCCC 1-methyl-2-dodecyl-3-methylimidazolium